The molecule is a hydroxypolyether that is the monomethyl ether derivative of diethylene glycol. It has a role as a teratogenic agent and a solvent. It is a hydroxypolyether and a diether. It derives from a diethylene glycol. COCCOCCO